2-(2-methoxyethoxy)ethyl 2-amino-3-(6-bromopyridin-3-yl)propanoate NC(C(=O)OCCOCCOC)CC=1C=NC(=CC1)Br